Cl.FC1(CC(C1)C(=N)N)F 3,3-difluorocyclobutanecarboxamidine hydrochloride